bis(terphenyl) nickel [Ni].C1(=CC=CC=C1)C=1C(=CC=CC1)C1=CC=CC=C1.C1(=CC=CC=C1)C=1C(=CC=CC1)C1=CC=CC=C1